anti-iduronate O=C[C@@H](O)[C@H](O)[C@@H](O)[C@H](O)C(=O)[O-]